CN(C)[Ti](C1(C=CC=C1)C)(N(C)C)N(C)C tris(dimethylamino)(methylcyclopentadienyl)titanium